(E)-9-(non-3-en-1-yl)-10-octyl-nonadecanedioic acid C(C\C=C\CCCCC)C(CCCCCCCC(=O)O)C(CCCCCCCCC(=O)O)CCCCCCCC